4-chloro-6-(2-isobutyl-6-methyl-phenyl)-5-(trifluoromethyl)pyrimidin-2-amine ClC1=NC(=NC(=C1C(F)(F)F)C1=C(C=CC=C1C)CC(C)C)N